7-((5-((1R,4R)-2-oxa-5-azabicyclo[2.2.1]heptan-5-yl)pyridin-2-yl)amino)-4-(1-methyl-1H-pyrrolo[2,3-b]pyridin-4-yl)-2,3-dihydro-1H-pyrrolo[3,4-c]pyridin-1-one [C@H]12OC[C@H](N(C1)C=1C=CC(=NC1)NC=1C3=C(C(=NC1)C1=C4C(=NC=C1)N(C=C4)C)CNC3=O)C2